ClC1=C(C=C2C(C(=CN(C2=N1)C=1SC=C(N1)C(F)(F)F)C(=O)O)=O)F 7-chloro-6-fluoro-4-oxo-1-[4-(trifluoromethyl)-1,3-thiazol-2-yl]-1,4-dihydro-1,8-naphthyridine-3-carboxylic acid